BrC1CCCC=2C(=C(C(=CC12)C#N)OCCCl)Cl 8-bromo-4-chloro-3-(2-chloroethoxy)-5,6,7,8-tetrahydronaphthalene-2-carbonitrile